ClC=1C=C(N)C=C(C1OC=1C=CC2=C(N(C(=N2)OC)C2(CC2)C(F)F)C1)Cl 3,5-dichloro-4-((1-(1-(difluoromethyl)cyclopropyl)-2-methoxy-1H-benzo[d]imidazol-6-yl)oxy)aniline